N=1C=C(N2N=CC=CC21)C#CC=2C=C(C(=O)NC1=CC(=C(C=C1)CN1CCN(CC1)C)C(F)(F)F)C=CC2C 3-[2-(imidazo[1,2-b]pyridazin-3-yl)ethynyl]-4-methyl-N-[4-(4-methylpiperazin-1-ylmethyl)-3-(trifluoromethyl)phenyl]benzamide